NCCCCCC(=O)O 6-AminoHexanoic Acid